(1S,4s)-4-(8-((2,6-dichloro-4-cyanophenyl)amino)-2-(((3S,4R)-3-methyltetrahydro-2H-pyran-4-yl)amino)-9H-purin-9-yl)cyclohexane-1-carboxamide ClC1=C(C(=CC(=C1)C#N)Cl)NC=1N(C2=NC(=NC=C2N1)N[C@H]1[C@@H](COCC1)C)C1CCC(CC1)C(=O)N